NC1CC(C1)(C)NC=1N=CC2=C(N1)C(=NC(=C2)C#N)NC(C)C 2-(((1r,3r)-3-amino-1-methylcyclobutyl)amino)-8-(isopropylamino)pyrido[3,4-d]pyrimidine-6-carbonitrile